C(C)(C)(C)OC(=O)OOC(C)(C)C bis-tert-butylperoxycarbonate